ClC1=NC(=C2N=CN(C2=N1)[C@@H]1O[C@@H]([C@H]([C@H]1O)O)CO)N1CC2(C3=CC=CC=C13)CCC2 (2R,3R,4S,5R)-2-(2-chloro-6-spiro[cyclobutane-1,3'-indoline]-1'-yl-purin-9-yl)-5-(hydroxymethyl)tetrahydrofuran-3,4-diol